BrC(CCCCC)C1=CC=CC=2N=C(NC21)C2=NC1=C(N2Br)C=CC=C1 1,1'-dibromohexyl-2,2'-bibenzoimidazole